1,1'-methylene-bis(3-(1-hydroxymethyl-2,4-dioxoimidazolin-5-yl)urea) C(NC(=O)NC1C(NC(N1CO)=O)=O)NC(=O)NC1C(NC(N1CO)=O)=O